6-((1-Acryloyl-3-(2-chloro-3-methylphenyl)azetidin-3-yl)amino)-3,3-dimethylindolin-2-one C(C=C)(=O)N1CC(C1)(C1=C(C(=CC=C1)C)Cl)NC1=CC=C2C(C(NC2=C1)=O)(C)C